2-(methylthio)-1-(2-(5-(5-methylthiophen-2-yl)-1H-imidazol-2-yl)piperidin-1-yl)propan-1-one CSC(C(=O)N1C(CCCC1)C=1NC(=CN1)C=1SC(=CC1)C)C